FC1=C(C(=C(C(=C1F)F)F)OCC1=NC=CC=C1)S(=O)(=O)N(C)C 2,3,4,5-tetrafluoro-N,N-dimethyl-6-(pyridin-2-ylmethoxy)benzenesulfonamide